9-N-propyl-9H-carbazole-3-carboxamide C(CC)N1C2=CC=CC=C2C=2C=C(C=CC12)C(=O)N